C1(=CC=C(C=C1)C1=CC(=NC=C1)C1=NC(=CC=C1)C1=NC=CC=C1)C1=CC(=NC(=C1)C1=NC=CC=C1)C1=NC=CC=C1 4',4'''-(1,4-phenylene)bis(2,2':6',2''-terpyridine)